ClC1=CC=C(C=C1)C1=CC=NC(N1CC(C)(C)O)C=1C=NC(=CC1)C 6-(4-Chlorophenyl)-N-(2-hydroxy-2-methylpropyl)-2-(6-methylpyridin-3-yl)pyrimidin